(2R,3S,4S,5R)-3-[4,5-difluoro-2-(2H3)methoxyphenyl]-4,5-dimethyl-5-(trifluoromethyl)oxapentan-2-ol FC1=CC(=C(C=C1F)[C@@H](C(O)O)[C@@H]([C@H](C(F)(F)F)C)C)OC([2H])([2H])[2H]